[Cl-].C(CCCCCCCCCCC)C1=C(C=CC=C1)P(C1=CC=CC=C1)C1=CC=CC=C1 n-dodecyltriphenylphosphine chloride